2-(decylthiomethyl)pentane C(CCCCCCCCC)SCC(C)CCC